2-(2-chloro-3-methoxyphenyl)-2,2-difluoroacetic acid ClC1=C(C=CC=C1OC)C(C(=O)O)(F)F